5-[2-(3-tert-Butylphenylamino)-1-hydroxyethyl]-1,3-oxazole-2(3H)-thione C(C)(C)(C)C=1C=C(C=CC1)NCC(O)C1=CNC(O1)=S